C(C)C=1C(=CC=C2C=C(C=C(C12)C1=C(C=2N=C(N=C(C2C=N1)N1CC(CCC1)C(=O)NC)OC[C@]12CCCN2C[C@@H](C1)F)F)O)F 1-(7-(8-Ethyl-7-fluoro-3-hydroxynaphthalen-1-yl)-8-fluoro-2-(((2R,7aS)-2-fluorotetrahydro-1H-pyrrolizin-7a(5H)-yl)methoxy)pyrido[4,3-d]pyrimidin-4-yl)-N-methylpiperidine-3-carboxamide